O=C1NC2=C(OC1C(=O)O)C=CC=C2 3-oxo-3,4-dihydro-2H-benzo[b][1,4]oxazine-2-carboxylic acid